1,3,5-tris(di(buta-1,3-dien-1-yl)stibanyl)benzene C(=CC=C)[Sb](C1=CC(=CC(=C1)[Sb](C=CC=C)C=CC=C)[Sb](C=CC=C)C=CC=C)C=CC=C